diethyldecahydroquinolinium C(C)[N+]1(CCCC2CCCCC12)CC